(R)-3-((6-fluoro-2-methylpyridin-3-yl)oxy)-N-(3-(N-(2-hydroxyacetyl)-S-methylaminosulfinyl)phenyl)-5-methyl-6-(trifluoromethyl)pyridazine-4-carboxamide sodium [Na].FC1=CC=C(C(=N1)C)OC=1N=NC(=C(C1C(=O)NC1=CC(=CC=C1)[S@@](=O)N(C(CO)=O)C)C)C(F)(F)F